triallyl(N,N-diallylaminocarbonylmethyl)ammonium C(C=C)[N+](CC(=O)N(CC=C)CC=C)(CC=C)CC=C